[Cu].[Ag].[Pd] palladium-silver copper